C(C)(C)(C)OC(=O)N1CCC(CC1)NC1=NC=C(C(=N1)NC1=C(C=CC=C1)S(=O)(=O)C(C)C)Cl 4-((5-chloro-4-((2-(isopropylsulfonyl)phenyl)amino)pyrimidin-2-yl)amino)piperidine-1-carboxylic acid tert-butyl ester